[O-]CCCC.[O-]CCCC.[O-]CCCC.[O-]CCCC.[Ti+4] titanium tetrabutoxide